C(OC1=C(C=CC(=C1)C(C)(C)C)OC(OC1=CC=CC=C1)=O)(OC1=CC=CC=C1)=O 5-tert-butyl-1,2-phenylene diphenyl dicarbonate